[(5-aminoisoquinolin-8-yl)sulfanyl]formonitrile NC1=C2C=CN=CC2=C(C=C1)SC#N